ClC1=C(C(=CC=C1)F)CC(=O)NC1=CC(=NC=C1)N(C(CCC)=O)C1=CC=C(C=C1)F N-{4-[2-(2-chloro-6-fluorophenyl)acetamido]pyridin-2-yl}-N-(4-fluorophenyl)butanamide